FC1=C(C=CC(=C1C)F)C=1C=C2C(=NC1)C=NN2 6-(2,4-difluoro-3-methylphenyl)-1H-pyrazolo[4,3-b]pyridine